CN1N=CC2=CC=C(C=C12)CN(CCC1=CC=C(C=C1)NC(=O)C1=C(C=C(C(=C1)OC)OC)NC(=O)C1=NC2=CC=CC=C2N=C1)CC1=CC=C2C=NN(C2=C1)C N-(2-((4-(2-(Bis((1-methyl-1H-indazol-6-yl)methyl)amino)ethyl)phenyl)carbamoyl)-4,5-dimethoxyphenyl)quinoxaline-2-carboxamide